3-Iodo-7-methoxy-1H-indole-1-carboxylic acid tert-butyl ester C(C)(C)(C)OC(=O)N1C=C(C2=CC=CC(=C12)OC)I